NCCCN(C)CCCN N,N-bis(3-aminopropyl)methanamine